NC\C=C(\CN1N=NC2=C1C=C(C=C2C2=CC(=C(C=C2)OC)S(N(C)C)(=O)=O)C(=O)NOC)/F (Z)-1-(4-amino-2-fluorobut-2-en-1-yl)-4-(3-(N,N-dimethylsulfamoyl)-4-methoxyphenyl)-N-methoxy-1H-benzo[d][1,2,3]triazole-6-carboxamide